N1-(azetidin-3-yl)-N1,N4-dimethyl-N4-(1H-pyrazol-4-yl)-terephthalamide N1CC(C1)N(C(C1=CC=C(C(=O)N(C=2C=NNC2)C)C=C1)=O)C